3,4-dihydroxybiphenyl OC=1C=C(C=CC1O)C1=CC=CC=C1